(R)-tert-butyl (5-(3-((4-(3-cyano-9-ethyl-6,6-dimethyl-11-oxo-6,11-dihydro-5H-benzo[b]carbazol-8-yl)piperazin-1-yl)methyl)cyclobutyl)-5-azaspiro[2.4]heptan-7-yl)carbamate C(#N)C1=CC=C2C=3C(C4=C(C(C3NC2=C1)(C)C)C=C(C(=C4)CC)N4CCN(CC4)CC4CC(C4)N4CC1(CC1)[C@H](C4)NC(OC(C)(C)C)=O)=O